CC=1C=C(C=CC1)C1(OCCO1)CN [2-(3-methylphenyl)-1,3-dioxolan-2-yl]methanamine